C(C)(C)(C)OC(=O)NCCN1N=C(C2=CC=CC=C12)C(=O)OC methyl 1-(2-((tert-butoxycarbonyl) amino)ethyl)-1H-indazole-3-carboxylate